OCC(CN1C(C=CC2=C1N=C(N=C2)N[C@@H](C)C2=CC1=CC=CC=C1C=C2)=O)(C)C 8-(3-hydroxy-2,2-dimethylpropyl)-2-{[(1S)-1-(naphthalen-2-yl)ethyl]amino}pyrido[2,3-d]pyrimidin-7(8H)-one